tert-butyl (2S)-3-(2-chlorophenyl)-1-hydroxy-1-(2-methoxypyridin-4-yl)propan-2-ylcarbamate ClC1=C(C=CC=C1)C[C@@H](C(C1=CC(=NC=C1)OC)O)NC(OC(C)(C)C)=O